C1(CC1)S(=O)(=O)C1=CC(=NC=C1)CNC(=O)C1=NC(=C(N=C1)N1C[C@@H](CCC1)C(F)(F)F)C N-[(4-cyclopropanesulfonylpyridin-2-yl)methyl]-6-methyl-5-[(3R)-3-(trifluoromethyl)piperidin-1-yl]pyrazine-2-carboxamide